COC(NC1=CC=CC=2C3=CC=CC=C3CC12)=O Fluorenylcarbamic acid methyl ester